cis-tert-butyl (2R,6S)-2,6-dimethylpiperazine-1-carboxylate C[C@H]1N([C@H](CNC1)C)C(=O)OC(C)(C)C